ethyl 2-[2-nitro-6-(trifluoromethyl)phenoxy]acetate [N+](=O)([O-])C1=C(OCC(=O)OCC)C(=CC=C1)C(F)(F)F